3-aminopropyltrimeth-oxysilane NCCC[Si](OC)(OC)OC